C1=CC2=C(C=CC3=C2C(=C1)C(=O)NC3=O)[N+](=O)[O-] 4-nitro-1,8-naphthalimide